C(C)(C)(C)C=1C=C(C(=C(C1)[C@@H](C(=O)O)N1C[C@@H](CC1)N(CCCCCC1=NC=2NCCCC2C=C1)C)OC)F (S)-2-(5-(tert-butyl)-3-fluoro-2-methoxyphenyl)-2-((R)-3-(methyl(5-(5,6,7,8-tetrahydro-1,8-naphthyridin-2-yl)pentyl)amino)pyrrolidin-1-yl)acetic acid